1-(7-(1,2,3,4-tetrahydroquinoline-1-carbonyl)naphthalen-2-yl)dihydropyrimidine N1(CCCC2=CC=CC=C12)C(=O)C1=CC=C2C=CC(=CC2=C1)N1CNCC=C1